NC1=C(C=CC2=CC=CC=C12)N=NC=1C=NC(=CC1)C1=CC=C(C=C1)OC(C)C 4-amino-3-[6-(4-isopropoxyphenyl)pyridine-3-ylazo]naphthalene